N1N=C(C=C1)CNC(=O)C=1N=CNC1 N-[(1H-pyrazol-3-yl)methyl]-1H-imidazole-4-carboxamide